BrC=1C=C(C(=C(C1)O)F)F 5-bromo-2,3-difluorophenol